COCOC1=C(C=C(C=C1)OCCCCC)C(=O)C1=CC=CC=C1 (2-methoxymethoxy-5-pentyloxy-phenyl)(phenyl)-methanone